BrC1=CC=C2CCC(S(C2=C1)(=O)=O)C(=O)OC methyl 7-bromothiochromane-2-carboxylate 1,1-dioxide